C(C(C)C)C1=CC=C(C=C1)[C@H](C(=O)CS(=O)(=O)N)C R-(-)-2-(4-isobutylphenyl)propionyl-methanesulfonamide